fluoro-urethane acrylate C(C=C)(=O)O.FNC(=O)OCC